O1CCC(CC1)NC1=CC=C(C=C1)N1CC(CC(C1)C(F)(F)F)C(=O)N (4-((tetrahydro-2H-pyran-4-yl)amino)phenyl)-5-(trifluoromethyl)piperidine-3-carboxamide